(1E,6E)-1,7-bis(3,4-dimethoxyphenyl)-4,4-bis(hydroxymethyl)hepta-1,6-diene-3,5-dione COC=1C=C(C=CC1OC)\C=C\C(C(C(\C=C\C1=CC(=C(C=C1)OC)OC)=O)(CO)CO)=O